COC=1C=C2CCNCC2=C(C1)OC 6,8-Dimethoxy-1,2,3,4-tetrahydroisoquinoline